methylcarbamoyl-alanine CNC(=O)N[C@@H](C)C(=O)O